ClC1=CC=C(C=C1)N1CC2(CN(C2)C)CC1 6-(4-chlorophenyl)-2-methyl-2,6-diazaspiro[3.4]octane